(1-(5-(2,3-dichlorophenyl)-6-methylpyrazin-2-yl)-4-methylpiperidin-4-yl)methylamine ClC1=C(C=CC=C1Cl)C=1N=CC(=NC1C)N1CCC(CC1)(C)CN